ClC=1C=CC(=NC1N1CCOCC1)CS(=O)(=O)Cl (5-chloro-6-morpholinopyridin-2-yl)methylsulfonyl chloride